ClC1=C(C(=O)NC2=C(C=C(C=C2)N=C2NC3=C(N2)C=CC=C3)Cl)C=CC(=C1)N=C1NC3=C(N1)C=CC=C3 2-chloro-N-(2-chloro-4-((1,3-dihydro-2H-benzo[d]imidazol-2-ylidene)amino)phenyl)-4-((1,3-dihydro-2H-benzo[d]imidazol-2-ylidene)amino)benzamide